2-(4-Chloro-3-(3-hydroxyoxetan-3-yl)pyridin-2-yl)-3,4,6,7,8,9-hexahydropyrazino[1,2-a]indol-1(2H)-one ClC1=C(C(=NC=C1)N1C(C=2N(C=3CCCCC3C2)CC1)=O)C1(COC1)O